(R,S)-2-(2,5-dioxopyrrolidin-1-yl-3,3,4,4-d4)-N-(2-fluorobenzyl)propanamide O=C1N(C(C(C1([2H])[2H])([2H])[2H])=O)[C@@H](C(=O)NCC1=C(C=CC=C1)F)C